N-(4-(4-amino-7-methyl-7H-pyrrolo[2,3-d]pyrimidin-5-yl)-3-methylphenyl)-2-cyclohexyl-acetamide NC=1C2=C(N=CN1)N(C=C2C2=C(C=C(C=C2)NC(CC2CCCCC2)=O)C)C